tertbutyl (S)-10-((4-chloro-2-oxopyridin-1(2H)-yl) methyl)-10-methoxy-7-azaspiro[4.5]decane-7-carboxylate ClC1=CC(N(C=C1)C[C@@]1(CCN(CC12CCCC2)C(=O)OC(C)(C)C)OC)=O